cetyl-dimethyl-(ethylbenzyl)ammonium chloride [Cl-].C(CCCCCCCCCCCCCCC)[N+](C(C1=CC=CC=C1)CC)(C)C